1,1-bis(aminomethyl)cyclohexane 4-(1-tert-butoxycarbonyl-5-methyl-2-piperidyl)Benzenesulfinate C(C)(C)(C)OC(=O)N1C(CCC(C1)C)C1=CC=C(C=C1)S(=O)O.NCC1(CCCCC1)CN